(S)-2-(3-(2-(azetidin-1-yl)ethyl)-5-methyl-6-oxopyridazin-1(6H)-yl)-4-methylpentanoic acid methyl ester COC([C@H](CC(C)C)N1N=C(C=C(C1=O)C)CCN1CCC1)=O